O[C@@H]1[C@H](O[C@@H]([C@H]([C@@H]1O)O)CO)OCCN(CC)CCCCCCNCCCCNCCNCCNCCCCCC(=O)O 3-(2-(((2S,3S,4S,5S,6R)-3,4,5-trihydroxy-6-(hydroxymethyl)tetrahydro-2H-pyran-2-yl)oxy)ethyl)-3,10,15,18,21-pentaazaheptacosan-27-oic acid